ClC=1C(=C2CCC[C@]3(C2=CC1)CN(C1=C(SC3)C=CC(=C1)C(=O)OC(C)(C)C)C[C@H]1[C@@H](CC1)CO)F tert-butyl (S)-6'-chloro-5'-fluoro-5-(((1R,2R)-2-(hydroxymethyl)cyclobutyl)methyl)-3',4,4',5-tetrahydro-2H,2'H-spiro[benzo[b][1,4]thiazepine-3,1'-naphthalene]-7-carboxylate